2,2'-((2,6-dichloro-5-methoxypyrimidine-4-yl)azanediyl)diethanol ClC1=NC(=C(C(=N1)N(CCO)CCO)OC)Cl